1-Benzyl-1-(1-((2,3-dihydrobenzo[b][1,4]dioxin-6-yl)methyl)piperidin-4-yl)-3-(3-(trifluoromethyl)phenyl)urea C(C1=CC=CC=C1)N(C(=O)NC1=CC(=CC=C1)C(F)(F)F)C1CCN(CC1)CC1=CC2=C(OCCO2)C=C1